ClC=1C=NN(C(C1Cl)=O)[C@@H](C(=O)NC1=CC(=C(C=C1)C)S(N(C)C)(=O)=O)C (R)-2-(4,5-dichloro-6-oxopyridazin-1(6H)-yl)-N-(3-(N,N-dimethylsulfamoyl)-4-methylphenyl)propanamide